(6R,6aS,11aR)-14-(cyclopropylmethyl)-2-methoxy-8-methyl-10-(tetrahydro-2H-thiopyran-4-yl)-5,6,9,11-tetrahydro-6,11a-(epiminoethano)naphtho[2,1-f]indazol-6a(7H)-ol C1(CC1)CN1CC[C@@]23[C@@](CC=4C(NN(C4C2)C2CCSCC2)C)([C@H]1CC=1C=CC(=CC13)OC)O